FC1([C@@H]([C@@H](N(C1)C(=O)C1OCC1)CC=1C(=C(C=CC1)C1=C(C=CC(=C1)F)F)F)NS(=O)(=O)C1CC1)F N-{(2S,3R)-4,4-difluoro-1-(oxetane-2-carbonyl)-2-[(2,2',5'-trifluoro[1,1'-biphenyl]-3-yl)methyl]pyrrolidin-3-yl}cyclopropanesulfonamide